(3S)-3-{4-fluoro-5-[(3R,4S)-3-fluoro-1-[(1r,3r)-3-(piperidin-4-yloxy)cyclobutyl]piperidin-4-yl]-7-methyl-1-oxo-3H-isoindol-2-yl}piperidine-2,6-dione FC1=C2CN(C(C2=C(C=C1[C@H]1[C@H](CN(CC1)C1CC(C1)OC1CCNCC1)F)C)=O)[C@@H]1C(NC(CC1)=O)=O